C(C=C)=O 2-propen-1-on